3-(5-(3-aminoprop-1-yn-1-yl)furo[3,2-b]pyridin-3-yl)piperidine-2,6-dione NCC#CC1=CC=C2C(=N1)C(=CO2)C2C(NC(CC2)=O)=O